C(C)(C)OC1=NC=C(C=C1)B1OC(C)(C)C(C)(C)O1 2-Isopropoxypyridine-5-boronic acid pinacol ester